FC=1C=C(CNC(C2=C(N=CC=C2)NCC2=CC(=CC=C2)B2OC(C(O2)(C)C)(C)C)=O)C=CC1F N-(3,4-Difluoro-benzyl)-2-[3-(4,4,5,5-tetramethyl-1,3,2-dioxaborolan-2-yl)-benzylamino]-nicotinamide